tert-butyl N-{3-[(2R)-4-[1-(2,6-dioxopiperidin-3-yl)-3-methyl-2-oxo-1,3-benzodiazol-5-yl]-2-methylpiperazin-1-yl] propyl}-N-methylcarbamate O=C1NC(CCC1N1C(N(C2=C1C=CC(=C2)N2C[C@H](N(CC2)CCCN(C(OC(C)(C)C)=O)C)C)C)=O)=O